1-(3-Fluoropyridin-4-yl)-7-methoxy-3-methyl-8-(1-methyl-1H-1,2,3-triazol-4-yl)-1,3-dihydroimidazo-[4,5-c]quinolin-2-one FC=1C=NC=CC1N1C(N(C=2C=NC=3C=C(C(=CC3C21)C=2N=NN(C2)C)OC)C)=O